dioxo-3,7,10,13,16,19,22,25,28-nonaoxa-31-azahexatriacontan-36-oic acid O=C(C=O)OCCCOCCOCCOCCOCCOCCOCCOCCOCCNCCCCC(=O)O